4-[(3S)-3-amino-3-methylpyrrolidin-1-yl]-5-(3-cyano-5-fluorophenyl)-N-[(1S)-1-cyclopropylethyl]-6-methylpyridine-3-carboxamide N[C@@]1(CN(CC1)C1=C(C=NC(=C1C1=CC(=CC(=C1)F)C#N)C)C(=O)N[C@@H](C)C1CC1)C